tert-Butyl 6-[[4-(trifluoromethylsulfonyl)phenyl]methyl]-2,6-diazaspiro[3.3]heptane-2-carboxylate FC(S(=O)(=O)C1=CC=C(C=C1)CN1CC2(CN(C2)C(=O)OC(C)(C)C)C1)(F)F